Lithium glucarate ethyl-8,8-difluoro-3-azabicyclo[3.2.1]octane-1-carboxylate C(C)C1C2(CCC(CN1)C2(F)F)C(=O)[O-].O=C([C@H](O)[C@@H](O)[C@H](O)[C@H](O)C(=O)O)O.[Li+]